ClC=1C=C(C(=O)NC(C)C2=NC=CN=C2C=2N(N=CN2)CC2=CC=C(C=C2)OC)C=C(C1)C(F)(F)F 3-chloro-N-[1-[3-[2-[(4-methoxyphenyl)methyl]-1,2,4-triazol-3-yl]pyrazin-2-yl]ethyl]-5-(trifluoromethyl)benzamide